trans-4-((4-(2-Cyclopropyloxazol-4-yl)-pyridine-2-yl)((trans-4-(6-methoxy-5-methylpyridin-3-yl)-cyclohexyl)methyl)-carbamoyl)cyclohexyl 3-hydroxyazetidine-1-carboxylate OC1CN(C1)C(=O)O[C@@H]1CC[C@H](CC1)C(N(C[C@@H]1CC[C@H](CC1)C=1C=NC(=C(C1)C)OC)C1=NC=CC(=C1)C=1N=C(OC1)C1CC1)=O